N-(1-methyl-tetrazole-5-yl)-2-methylsulfonyl-4-trifluoromethyl-benzamide CN1N=NN=C1NC(C1=C(C=C(C=C1)C(F)(F)F)S(=O)(=O)C)=O